BrC1=C(C=C2CC3=C(N(N=C3C(=O)N(C)C(C)(C)C)C3=CSC=C3)C2=C1)OC 7-bromo-N-tert-butyl-6-methoxy-N-methyl-1-(3-thienyl)-4H-indeno[1,2-c]pyrazole-3-carboxamide